C(C)(C)(C)OC(NC[C@H]1CNCC1)=O N-[[(3R)-pyrrolidin-3-yl]methyl]carbamic acid tert-butyl ester